1-methyl-1-(2-(1-methyl-1H-imidazo[1,2-b]pyrazole-7-carbonyl)-2-azaspiro[3.3]heptan-6-yl)-3-(6-(trifluoromethoxy)pyridin-3-yl)urea CN(C(=O)NC=1C=NC(=CC1)OC(F)(F)F)C1CC2(CN(C2)C(=O)C2=C3N(N=C2)C=CN3C)C1